1,1-dichloro-2,2-bis(4-ethylphenyl)-ethane ClC(C(C1=CC=C(C=C1)CC)C1=CC=C(C=C1)CC)Cl